2-cyano-2-propyl benzodithioate C(C1=CC=CC=C1)(=S)SC(C)(C)C#N